N-fluorouracil FN1C(=O)NC(=O)C=C1